C1(CC1)P(=O)(C1CC1)C1=CC(=C(C=C1)NC1=C(N=NC(=C1)NC1=NC=CC(=C1)C)C(=O)N)OC 4-((4-(dicyclopropylphosphoryl)-2-methoxyphenyl)amino)-6-((4-methylpyridin-2-yl)amino)pyridazine-3-carboxamide